(1R,2S,5S)-N-(2-amino-2-oxo-1-phthalazin-1-yl-ethyl)-3-[(2S)-2-[[(2R)-2-methoxypropanoyl]amino]-3,3-dimethyl-butanoyl]-6,6-dimethyl-3-azabicyclo[3.1.0]hexane-2-carboxamide NC(C(C1=NN=CC2=CC=CC=C12)NC(=O)[C@@H]1[C@H]2C([C@H]2CN1C([C@H](C(C)(C)C)NC([C@@H](C)OC)=O)=O)(C)C)=O